N-(2-(7-chloronaphthalen-1-yl)ethyl)-N-methylcyclopropylamine ClC1=CC=C2C=CC=C(C2=C1)CCN(C)C1CC1